CC1=C(COC1=O)N1C(C=2CCN(CCC2C1)C(=O)OC(C)(C)C)=O tert-Butyl 2-(4-methyl-5-oxo-2,5-dihydrofuran-3-yl)-1-oxo-2,3,4,5,7,8-hexahydropyrrolo[3,4-d]azepine-6(1H)-carboxylate